CN(/C=C/C(=O)O)C (E)-3-(dimethylamino)acrylic acid